FC=1C=CC(=NC1)CN[C@H]1C[C@H](N(CC1)C(=O)N1CC2(CCCC2)[C@@H](CC1)CN1C=NC(=CC1=O)C1=CC=CC=C1)C1=CC=CC=C1 3-(((R)-7-((2S,4R)-4-(((5-Fluoropyridin-2-yl)methyl)amino)-2-phenylpiperidine-1-carbonyl)-7-azaspiro[4.5]decan-10-yl)methyl)-6-phenylpyrimidin-4(3H)-one